C(CCCCCCCCCCC)CN([O-])C.C(CCCCCCCCCCC)[N+](C)(C)[O-] lauryl-dimethyl-amine oxide (lauryl-dimethyl-aminoxide)